4,6-dichloro-2-(isopentylthio)pyrimidine ClC1=NC(=NC(=C1)Cl)SCCC(C)C